C(C)OC(=O)C1=C(N=NN1)C=1CCNCC1 4-(1,2,3,6-tetrahydropyridin-4-yl)-1H-1,2,3-triazole-5-carboxylic acid ethyl ester